2-(3-morpholinopropyl)phenol O1CCN(CC1)CCCC1=C(C=CC=C1)O